isopropyl mercaptan sodium salt [Na].C(C)(C)S